C(C)(C)(C)C1C(N(CCCC1)CC1=CC(=CC=C1)I)=O tert-butyl-1-(3-iodobenzyl)azepan-2-one